4-(3H-diazirin-3-yl)butyl carbamate C(N)(OCCCCC1N=N1)=O